Butyl 3-(4-iodo-2,5-dimethoxyphenyl)azetidine-1-carboxylate IC1=CC(=C(C=C1OC)C1CN(C1)C(=O)OCCCC)OC